bis[N-(4-diphenylaminophenyl)-N-phenylamino]-9-phenylcarbazole C1(=CC=CC=C1)N(C1=CC=C(C=C1)N(C1=CC=CC=C1)C1=C(C=2N(C3=CC=CC=C3C2C=C1)C1=CC=CC=C1)N(C1=CC=C(C=C1)N(C1=CC=CC=C1)C1=CC=CC=C1)C1=CC=CC=C1)C1=CC=CC=C1